C1=CC(=C[N+](=C1)[C@H]2[C@@H]([C@@H]([C@H](O2)COP(=O)(O)O)O)O)C(=O)O The molecule is a D-ribonucleotide having nicotinic acid as the nucleobase. It has a role as an Escherichia coli metabolite and a mouse metabolite. It is a conjugate acid of a nicotinate D-ribonucleotide(2-).